6-bromo-N3-(oxetan-2-ylmethyl)pyridine-3,4-diamine BrC1=CC(=C(C=N1)NCC1OCC1)N